CN1C(C2(OC3=C(C=C(C=C3)C(=O)OCC)C23C(N(C2=CC=CC=C32)C)=O)C3=CC=CC=C13)=O Ethyl 1,1''-dimethyl-2,2''-dioxodispiro[indoline-3,2'-benzofuran-3',3''-indoline]-5'-carboxylate